N-(5-bromopyridin-2-yl)-8-fluoro-2-methylimidazo[1,2-a]pyridine-6-carboximidamide BrC=1C=CC(=NC1)NC(=N)C=1C=C(C=2N(C1)C=C(N2)C)F